5,8,13,16-tetraazaeicosan CCCCNCCNCCCCNCCNCCCC